(R)-3-(1-acetyl-4-hydroxypiperidin-4-yl)-5-((1-(3-(difluoromethyl)-2-fluorophenyl)ethyl)amino)-8-(3-(Dimethylamino)propyl)-1,7-dimethyl-1,6-naphthyridin-2(1H)-one C(C)(=O)N1CCC(CC1)(O)C=1C(N(C2=C(C(=NC(=C2C1)N[C@H](C)C1=C(C(=CC=C1)C(F)F)F)C)CCCN(C)C)C)=O